COC=1C=C(CNC2=CC(OC3=C2C=C(C=C3)[N+](=O)[O-])=O)C=CC1OC 4-((3,4-dimethoxybenzyl)amino)-6-nitro-2H-benzopyran-2-one